FC1=C(C(=CC=C1)OC)C1=CC(=NC=C1C(=O)NC=1SC(=NN1)C(F)(F)F)C 4-(2-fluoro-6-methoxyphenyl)-6-methyl-N-(5-(trifluoromethyl)-1,3,4-thiadiazol-2-yl)nicotinamide